uranium-boron [B].[U]